tertbutyl 3-[(2-cyclopropyl-4-fluoro-1-oxoisoquinolin-7-yl)amino]-3-(2,3-dichloro-6-fluorophenyl)azetidine-1-carboxylate C1(CC1)N1C(C2=CC(=CC=C2C(=C1)F)NC1(CN(C1)C(=O)OC(C)(C)C)C1=C(C(=CC=C1F)Cl)Cl)=O